C1(CCCCC1)C1=C(C=C(C=C1OC)\C=C\C1=C(C=C(C=C1)F)F)OC (E)-2-cyclohexyl-5-(2,4-Difluorostyryl)-1,3-dimethoxybenzene